OC(COC1=NC=C(C=N1)NC(O[C@@H](COC1=CC2=C(N=C(S2)C2=C3N=CC(=NC3=CC(=C2)C)OC)C=C1F)C)=O)(C)C (R)-1-((5-fluoro-2-(2-methoxy-7-methylquinoxalin-5-yl)benzo[d]thiazol-6-yl)oxy)propan-2-yl (2-(2-hydroxy-2-methylpropoxy)pyrimidin-5-yl)carbamate